CC([O-])CC.[Li+] lithium secbutoxide